6-cyano-5-fluoro-indole C(#N)C1=C(C=C2C=CNC2=C1)F